CC=1C=NNC1[N+](=O)[O-] 4-methyl-5-nitro-1H-pyrazole